N-[[2-Fluoro-5-hydroxy-4-(2-hydroxy-1,1-dimethyl-ethyl)phenyl]methyl]-2-[1-(trifluoromethyl)cyclopropyl]-1H-benzimidazole-5-carboxamide FC1=C(C=C(C(=C1)C(CO)(C)C)O)CNC(=O)C1=CC2=C(NC(=N2)C2(CC2)C(F)(F)F)C=C1